1,2-diamino cyclohexane-D-tartrate C(=O)(O)[C@@H](O)[C@H](O)C(=O)O.NC1C(CCCC1)N